2-(4-Fluoro-1-methylpiperidin-4-yl)-N-[(3r,4r)-4-methyl-1-(8-methylquinolin-5-yl)pyrrolidin-3-yl]acetamide FC1(CCN(CC1)C)CC(=O)N[C@H]1CN(C[C@H]1C)C1=C2C=CC=NC2=C(C=C1)C